OC1=CC(=C2C=C(C(N(C2=C1)C)=O)C)N1CCN(C2=CC=C(C=C12)C#N)C 4-(7-hydroxy-1,3-dimethyl-2-oxo-1,2-dihydroquinolin-5-yl)-1-methyl-1,2,3,4-tetrahydroquinoxaline-6-carbonitrile